(+/-)-2-(4-biphenyl)propionic acid CC(C1=CC=C(C=C1)C2=CC=CC=C2)C(=O)O